OC1CC(NC(C1)(C)C)(C)C 4-hydroxy-2,2,6,6-tetramethyl-piperidine